C(=O)(OC(C)(C)C)OC(=O)[O-] tertiary butyl dicarbonate